O=C([C@H](CC1=CC=CC=C1)NC(OC(C)(C)C)=O)NCC(NCCC=O)=O tert-Butyl (S)-(1-oxo-1-((2-oxo-2-((3-oxopropyl)amino)ethyl)amino)-3-phenylpropan-2-yl)carbamate